OC1=C(C=CC=C1)C1=NN(C(=N1)C1=C(C=CC=C1)O)C1=C(C(=O)C2=CC=CC=C2)C=CC(=C1)F (3,5-bis(2-hydroxyphenyl)-1H-1,2,4-triazol-1-yl)-4-fluorobenzophenone